BrC1=C(C(=C(C=C1)C=1N=NN(C1)C1[C@H]([C@H](O[C@H]2[C@@H]1OC(OC2)(C)C)CC#C)OC)F)F 4-(4-bromo-2,3-difluorophenyl)-1-((4ar,6r,7r,8ar)-7-methoxy-2,2-dimethyl-6-(prop-2-yn-1-yl)hexahydropyrano[3,2-d][1,3]dioxin-8-yl)-1H-1,2,3-triazole